C(C)(C)C1CCC(CC1)C1NC(C2(CCNCC2)C2=CC=CC=C12)=O 1-((1s,4s)-4-isopropylcyclohexyl)-1,2-dihydro-3H-spiro[isoquinoline-4,4-piperidin]-3-one